methyl (tert-butoxycarbonyl)-D-serinate C(C)(C)(C)OC(=O)N[C@H](CO)C(=O)OC